C(#C)C=1C=C(C=NC1OC1=CC=CC=C1)NC1=NC=NC2=CC=CC=C12 4-((5-ethynyl-6-phenoxypyridin-3-yl)amino)quinazolin